C1(CC1)OC1=NC2=CC=C(C=C2C=C1)C1=CN=CC=2C(CCCC12)NC(CC)=O N-(4-(2-cyclopropyloxyquinolin-6-yl)-5,6,7,8-tetrahydroisoquinolin-8-yl)propanamide